[Br-].N1=C(N=CC=C1)N1CC[N+]2(CCCC2)CC1 8-(pyrimidin-2-yl)-5,8-diazaspiro[4.5]decan-5-ium bromide